ClC1=NC=C2C(=CN=C(C2=C1)C(C)C)N1[C@@H]([C@H](C1)N(S(=O)(=O)C)C)C N-((2R,3S)-1-(7-chloro-1-isopropyl-2,6-naphthyridin-4-yl)-2-methylazetidine-3-yl)-N-Methylmethanesulfonamide